CC1=C(CC=2C(=C(C3=CC=CC=C3C2)C(=O)N)S(=O)(=O)O)C(=CC(=C1)C)C 2,4,6-trimethylbenzylsulfonaphthamide